ClC=1C=C2N(C(C=3N(C2=C(C1)N1CCCC1)C=CN3)=O)C=3C(=NC=CC3)C 7-Chloro-5-(2-methylpyridin-3-yl)-9-(pyrrolidin-1-yl)imidazo[1,2-a]Quinoxaline-4(5H)-on